4-[2-(6-chloropyridazin-3-yl)-2-(4-ethoxy-4-oxo-butyryl)hydrazino]-4-oxo-butyric acid ethyl ester C(C)OC(CCC(=O)NN(C(CCC(=O)OCC)=O)C=1N=NC(=CC1)Cl)=O